2,2,3,3,4,4,5,5,6,6,6-undecafluorohexyl acrylate C(C=C)(=O)OCC(C(C(C(C(F)(F)F)(F)F)(F)F)(F)F)(F)F